ClC1=C(C=CC=C1)NC(C1=CC=C(C=C1)C1=CC2=C(N=C(N=C2)SC)N2C1=NCC2)=O N-(2-chlorophenyl)-4-(2-(methylthio)-8,9-dihydroimidazo[1',2':1,6]pyrido[2,3-d]pyrimidin-6-yl)benzamide